(6S)-6-(hydroxymethyl)-3-methyl-piperidin-3-ol OC[C@@H]1CCC(CN1)(O)C